4-((3',4'-diamino-6-fluoro-[1,1'-biphenyl]-3-yl)methyl)-7-fluorophthalazin-1(2H)-one NC=1C=C(C=CC1N)C1=CC(=CC=C1F)CC1=NNC(C2=CC(=CC=C12)F)=O